C1(=CC=CC=C1)S(=O)(=O)N1N=CC2=CC3=C(C=C12)C(=C(N3C3=CC=C(C=C3)F)C3CCOCC3)C3=CC=C(C(=O)OCC)C=C3 ethyl 4-[1-(benzenesulfonyl)-5-(4-fluorophenyl)-6-tetrahydropyran-4-yl-pyrrolo[2,3-f]indazol-7-yl]benzoate